The molecule is a member of the class of 2,6-diaminopurines that is 9H-purine in which the hydrogens at positions 2 and 6 are replaced by amino groups. It has a role as an antineoplastic agent. It is a primary amino compound and a member of 2,6-diaminopurines. It derives from an adenine. C1=NC2=NC(=NC(=C2N1)N)N